5-(methylsulfonyl)nicotinamide CS(=O)(=O)C=1C=NC=C(C(=O)N)C1